C(C)(C)(C)C1OC(C2=CC=CC=C12)=O 3-tert-butyl-1(3H)-isobenzofuranone